(3R,3aS,6aR)-hexahydrofuro[2,3-b]furan-3-yl ((S)-1-(((S)-1-(benzo[d]thiazol-2-yl)-1-oxo-3-((S)-2-oxopyrrolidin-3-yl)propan-2-yl)amino)-4-methyl-1-oxopentan-2-yl)carbamate S1C(=NC2=C1C=CC=C2)C([C@H](C[C@H]2C(NCC2)=O)NC([C@H](CC(C)C)NC(O[C@H]2CO[C@H]1OCC[C@H]12)=O)=O)=O